3-vinyl-bicyclo[4.2.0]oct-1,3,5-triene C(=C)C=1C=C2CCC2=CC1